CN(C)CC1(CC1)COC=1N=C(C2=C(N1)C(=C(N=C2)C2=CC=CC1=CC=CC(=C21)F)F)N2CC(CCC2)(O)C 1-(2-((1-((dimethylamino)methyl)cyclopropyl)methoxy)-8-fluoro-7-(8-fluoronaphthalen-1-yl)pyrido[4,3-d]pyrimidin-4-yl)-3-methylpiperidin-3-ol